ClC=1C(=NC=CC1SC=1N=CC(=NC1)N1CCC(CC1)(C)CNC(OC(C)(C)C)=O)NC1CCC(CC1)CO tert-Butyl ((1-(5-((3-chloro-2-(((1R,4R)-4-(hydroxymethyl)cyclohexyl)amino)pyridin-4-yl)thio)pyrazin-2-yl)-4-methylpiperidin-4-yl)methyl)carbamate